C1(CCCCC1)P(C(C)C(C)P(C1CCCCC1)C1CCCCC1)C1CCCCC1 2,3-bis(dicyclohexylphosphino)butane